CC1=NC=C2N1C(=CC(=C2)C(=O)N)OC2=CC=C(C=C2)OCCOC2CCOCC2 3-methyl-5-[4-(2-tetrahydropyran-4-yloxyethoxy)phenoxy]imidazo[1,5-a]pyridine-7-carboxamide